di(carbazolyl-d8)benzene-d4 C1(C(=C(C(=C2C3=C(C(=C(C(=C3N=C12)[2H])[2H])[2H])[2H])[2H])[2H])[2H])([2H])C=1C(=C(C(=C(C1[2H])[2H])[2H])[2H])C1(C(=C(C(=C2C3=C(C(=C(C(=C3N=C12)[2H])[2H])[2H])[2H])[2H])[2H])[2H])[2H]